ClC1=CC=C(C=C1)C1=CC=C(C=C1)C1=CC(=CC=C1)C1=CC=CC=2C3=CC=CC=C3NC12 (4''-chloro-[1,1':4',1''-terphenyl]-3-yl)-9H-carbazole